C1(CCCCC1)N.C(C)(=O)OCC1=C(N2C(C(C2SC1)(NC(CC=1SC=CC1)=O)OC)=O)C(=O)O 3-(acetoxymethyl)-7-methoxy-8-oxo-7-(2-(thiophene-2-yl)acetamido)-5-thia-1-aza-bicyclo[4.2.0]oct-2-ene-2-carboxylic acid cyclohexylamine salt